pentaerythritol tetracrotonate C(\C=C\C)(=O)OCC(COC(\C=C\C)=O)(COC(\C=C\C)=O)COC(\C=C\C)=O